4-((1S,2S)-2-(6-(2,4-dioxo-1,2,3,4-tetrahydropyrimidin-5-yl)-[1,2,4]triazolo[1,5-b]pyridazin-8-yl)cyclopropyl)-3,5-difluorobenzonitrile O=C1NC=C(C(N1)=O)C=1C=C(C=2N(N1)N=CN2)[C@@H]2[C@H](C2)C2=C(C=C(C#N)C=C2F)F